N-ethyl-2-oxo-oxazoline-3-sulfonamide C(C)NS(=O)(=O)N1C(OC=C1)=O